N1=CC(=CC=C1)C#CCNC1=CC=CC=C1 N-(3-(pyridin-3-yl)prop-2-yn-1-yl)aniline